2-(3-chlorophenyl)-2-methylpropyl ((S)-1-(((S)-4-amino-3,4-dioxo-1-((S)-2-oxopyrrolidin-3-yl)butan-2-yl)amino)-4-methyl-1-oxopentan-2-yl)carbamate NC(C([C@H](C[C@H]1C(NCC1)=O)NC([C@H](CC(C)C)NC(OCC(C)(C)C1=CC(=CC=C1)Cl)=O)=O)=O)=O